FC1=C(C=C(C(=C1)C(F)(F)F)F)NS(=O)(=O)C1=CNC(=C1)C1=NC=CC=C1CF N-[2,5-difluoro-4-(trifluoromethyl)phenyl]-5-[3-(fluoromethyl)pyridin-2-yl]-1H-pyrrole-3-sulfonamide